dicyclopropylbismuthanylamino(cyclopropyl)bismuthanyl(di-cyclopropylbismuthanyl)amine C1(CC1)[Bi](C1CC1)N[BiH]N([Bi](C1CC1)C1CC1)C1CC1